2-Amino-9-((2R,3S,4R,5R)-4-fluoro-3-hydroxy-5-((S)-1-hydroxypropyl)tetrahydrofuran-2-yl)-7-(2-(methylthio)ethyl)-7,9-dihydro-1H-purine-6,8-dione NC=1NC(C=2N(C(N(C2N1)[C@@H]1O[C@@H]([C@@H]([C@H]1O)F)[C@H](CC)O)=O)CCSC)=O